tert-butyl (2S)-4-(2-aminothiazol-5-yl)-2-methyl-piperazine-1-carboxylate NC=1SC(=CN1)N1C[C@@H](N(CC1)C(=O)OC(C)(C)C)C